C(=O)=C(C(=O)O)CCPCO 2-carbonyl-4-(hydroxymethyl-phosphino)-butyric acid